3,3'-tetramethylenebis(5-amino-1,2,4-triazole) NC1=NC(=NN1)CCCCC1=NNC(=N1)N